N-(6-chloropyridin-3-yl)-6-(pyrazin-2-ylmethoxy)isoquinolin-1-amine ClC1=CC=C(C=N1)NC1=NC=CC2=CC(=CC=C12)OCC1=NC=CN=C1